1-(5-[(5-chlorothiophen-2-yl)methyl]amino-3-[1-(1,3-oxazol-4-ylmethyl)piperidin-4-yl]-1H-pyrazol-1-yl)-2,2-dimethylpropan-1-one ClC1=CC=C(S1)CNC1=CC(=NN1C(C(C)(C)C)=O)C1CCN(CC1)CC=1N=COC1